(2-chloropyrimidine-4-yl)-N,2,3-trimethyl-2H-indazole-6-amine ClC1=NC=CC(=N1)C=1C2=C(N(N=C2C=C(C1)NC)C)C